FC1=CC=C(OC=2C=CC(=NC2)NC(C(C)N2C[C@H](N(CC2)C(=O)C2=CNC(C=C2)=O)C)=O)C=C1 N-(5-(4-fluorophenoxy)pyridin-2-yl)-2-((R)-3-methyl-4-(6-oxo-1,6-dihydropyridine-3-carbonyl)piperazin-1-yl)propanamide